ClC=1C=C2C(=CC1)NC(C21CCN(CC1)CCOC1=CC=C(C=C1)S(=O)(=O)C)=O 5-chloro-1'-[2-(4-methanesulfonyl-phenoxy)ethyl]-1,2-dihydrospiro[indole-3,4'-piperidin]-2-one